1-O-methyl-2,3,5-trioxobenzoyl-L-ribofuranose COC1([C@@H](O)[C@@H](O)[C@@H](O1)CO)C(C=1C(C(CC(C1)=O)=O)=O)=O